C(C)(C)(C)OC(=O)N1CC2=CC=C(C=C2CC1)CN1N=C(C=2C1=NC=NC2N)C=2NC1=CC=C(C=C1C2)O[Si](C)(C)C(C)(C)C 6-((4-amino-3-(5-((tert-butyldimethylsilyl)oxy)-1H-indol-2-yl)-1H-pyrazolo[3,4-d]pyrimidin-1-yl)methyl)-3,4-dihydroisoquinoline-2(1H)-carboxylic acid tert-butyl ester